N-(6-amino-5-methylpyridin-3-yl)-2-(2-(3-chlorophenyl)-4,4-difluoro-5-methylpiperidin-1-yl)-2-oxoacetamide NC1=C(C=C(C=N1)NC(C(=O)N1C(CC(C(C1)C)(F)F)C1=CC(=CC=C1)Cl)=O)C